N-allylaspartic acid C(C=C)N[C@@H](CC(=O)O)C(=O)O